3-[5-amino-3-(2-fluoro-6-methyl-4-pyridinyl)pyrazolo[1,5-a]pyrimidin-2-yl]benzonitrile NC1=NC=2N(C=C1)N=C(C2C2=CC(=NC(=C2)C)F)C=2C=C(C#N)C=CC2